OC(CN1C(C=CC(=C1)B1OC(C(O1)(C)C)(C)C)=O)C (2-hydroxypropyl)-5-(4,4,5,5-tetramethyl-1,3,2-dioxaborolan-2-yl)-1,2-dihydropyridin-2-one